N1(CCC1)C=1C(=C(N)C=CC1)[N+](=O)[O-] 3-(azetidin-1-yl)-2-nitroaniline